4-(3-Chloroanilino)-2'-{(2S)-2-phenyl-3-[(pyridin-4-yl)oxy]propyl}-2',3'-dihydrospiro[cyclohexane-1,1'-indene]-4-carboxylic acid ClC=1C=C(NC2(CCC3(C(CC4=CC=CC=C34)C[C@H](COC3=CC=NC=C3)C3=CC=CC=C3)CC2)C(=O)O)C=CC1